(1S,2S)-2-[6-(dimethylamino)pyridin-2-yl]-1-(2-methoxy-5-methylphenyl)-N-(2-methylquinoline-5-sulfonyl)cyclopropane-1-carboxamide CN(C1=CC=CC(=N1)[C@@H]1[C@](C1)(C(=O)NS(=O)(=O)C=1C=2C=CC(=NC2C=CC1)C)C1=C(C=CC(=C1)C)OC)C